N1C(C=NC=C1)O DIHYDROPYRAZIN-2-OL